cyclohex-1-en-1-carbonitrile C1(=CCCCC1)C#N